methyl 1-((5-(azetidin-3-yl)pyridin-2-yl)methyl)piperidine-4-carboxylate N1CC(C1)C=1C=CC(=NC1)CN1CCC(CC1)C(=O)OC